C(CCCCCCCCCCCCCCC)[N+]1=CC=C(C=C1)C N-cetyl-4-methylpyridinium